2-(Oxiran-2-yl)ethyl acetate C(C)(=O)OCCC1OC1